COC(C(C)(C)C1=C(C=CC=C1F)Cl)=O 2-(2-Chloro-6-fluorophenyl)-2-methylpropanoic acid methyl ester